(2R,3R,4S,5R)-2-(6-aminopurine-9-yl)-5-[[[3-[2-(6-tert-butyl-1H-benzimidazol-2-yl)ethyl]cyclobutyl]-propan-2-ylamino]methyl]oxolane-3,4-diol NC1=C2N=CN(C2=NC=N1)[C@@H]1O[C@@H]([C@H]([C@H]1O)O)CN(C(C)C)C1CC(C1)CCC1=NC2=C(N1)C=C(C=C2)C(C)(C)C